BrC=1C=CC(=[N+](C1)[O-])CO 5-bromo-2-(hydroxymethyl)pyridine-1-oxide